2-methyloxazolo[5,4-b]pyridine CC=1OC2=NC=CC=C2N1